COC(C1=C(C(=C(C=C1)OC(C)C)N1C(=NC2=CC=CC=C2C1=O)CN1[C@H](CN(CC1)C(COC1=CC=C(C=C1)Cl)=O)C)C)=O (S)-3-(2-((4-(2-(4-chlorophenoxy)acetyl)-2-methylpiperazin-1-yl)methyl)-4-oxoquinazolin-3(4H)-yl)-4-isopropoxy-2-methylbenzoic acid methyl ester